N-[4-chloro-5-(difluoromethoxy)-2-fluorophenyl]-5-pyridin-2-yl-1H-pyrrole-3-sulfonamide ClC1=CC(=C(C=C1OC(F)F)NS(=O)(=O)C1=CNC(=C1)C1=NC=CC=C1)F